C(C)(C)C1=C(C=CC=C1)C=1N=CC2=C(N1)C(=CN2COCC[Si](C)(C)C)CN2CCN(CC2)C=2N(C=C(N2)C(F)(F)F)C 2-[[2-(2-isopropylphenyl)-7-[[4-[1-methyl-4-(trifluoromethyl)imidazol-2-yl]piperazin-1-yl]methyl]pyrrolo[3,2-d]pyrimidin-5-yl]methoxy]ethyl-trimethyl-silane